(2R,4S)-tert-butyl 4-(5-bromo-7-chloro-2H-benzo[b][1,4]oxazin-4(3H)-yl)-2-methyl-2-(((tetrahydro-2H-pyran-2-yl)oxy)methyl)pyrrolidine-1-carboxylate BrC1=CC(=CC=2OCCN(C21)[C@H]2C[C@@](N(C2)C(=O)OC(C)(C)C)(COC2OCCCC2)C)Cl